1-methyl-4-(1-methylethyl)-1,3-hexadiene CC=CC=C(CC)C(C)C